(2S,3R)-2-[(3-chlorophenyl)methyl]-3-[(ethanesulfonyl)amino]-4,4-difluoropyrrolidine-1-carboxylic acid tert-butyl ester C(C)(C)(C)OC(=O)N1[C@H]([C@H](C(C1)(F)F)NS(=O)(=O)CC)CC1=CC(=CC=C1)Cl